CN1C(N(C=C1CN1C[C@@H](N[C@@H](C1)C=1C(=C2COC(C2=CC1)=O)C)C)C1=NC(=NC=C1)C)=O 3-methyl-4-(((3S,5R)-3-methyl-5-(4-methyl-1-oxo-1,3-dihydroisobenzofuran-5-yl)piperazin-1-yl)methyl)-1-(2-methylpyrimidin-4-yl)-1,3-dihydro-2H-imidazol-2-one